benzotriazol-1-yloxy(trispyrrolidin-1-yl)phosphonium hexafluorophosphate F[P-](F)(F)(F)(F)F.N1(N=NC2=C1C=CC=C2)O[P+](N2CCCC2)(N2CCCC2)N2CCCC2